BrC1=CC=CC2=C1C=CC=1C=3C(=CC=CC3NC21)Br 4,7-dibromobenzocarbazole